FC1=CC=C(C=C1)[C@@H]1N(CCC2=CC=CC=C12)C(=O)[C@@H]1OC[C@@H]([C@H](C1)NC(OC(C)(C)C)=O)S(=O)(=O)C tert-butyl ((2R,4S,5R)-2-((S)-1-(4-fluorophenyl)-1,2,3,4-tetrahydroisoquinoline-2-carbonyl)-5-(methylsulfonyl)tetrahydro-2H-pyran-4-yl)carbamate